N-(1-Cyclopropyl-1,2,3,4-tetrahydroquinolin-8-yl)-3-(dimethylamino)pyridine-2-sulfonamide C1(CC1)N1CCCC2=CC=CC(=C12)NS(=O)(=O)C1=NC=CC=C1N(C)C